7-Bromo-5-(4-morpholinylmethyl)-8-quinolinol BrC1=CC(=C2C=CC=NC2=C1O)CN1CCOCC1